(6R)-6,7-difluoro-N-(2-(pyrrolidin-1-yl)-4-((4-(trifluoromethyl)benzyl)amino)phenyl)heptanamide F[C@H](CCCCC(=O)NC1=C(C=C(C=C1)NCC1=CC=C(C=C1)C(F)(F)F)N1CCCC1)CF